Cis-4-((3,5-dichloropyridin-2-yl)oxy)-6'-fluoro-2'-oxospiro[cyclohexane-1,3'-indoline]-5'-carboxylic acid ClC=1C(=NC=C(C1)Cl)OC1CCC2(C(NC3=CC(=C(C=C23)C(=O)O)F)=O)CC1